5-Methyl-2-[5-(methylsulfonyl)-3,4'-bipyridin-2'-yl]-N-[(3R)-tetrahydrofuran-3-yl]-1H-imidazole CC1=CN=C(N1[C@H]1COCC1)C1=NC=CC(=C1)C=1C=NC=C(C1)S(=O)(=O)C